4-phenyl-2,5-pyridinedicarboxylic acid C1(=CC=CC=C1)C1=CC(=NC=C1C(=O)O)C(=O)O